CSC1=CC=C(C=C1)B(O)O 4-(methylthio)phenyl-boronic acid